N-benzyloxycarbonyl-O-tert-butyl-L-seryl-O-tert-butyl-L-serine C(C1=CC=CC=C1)OC(=O)N[C@@H](COC(C)(C)C)C(=O)N[C@@H](COC(C)(C)C)C(=O)O